C(C)(C)(C)C1=C(C2=C(N=CN=C2Cl)S1)C1=CC=C(C=C1)F 6-tert-Butyl-4-chloro-5-(4-fluorophenyl)thieno[2,3-d]pyrimidine